NC1CCC(CC1)NC1=NC2=C(C=C(C=C2C=N1)C=1N=CC(=NC1C)NS(=O)(=O)C1=C(C=CC=C1)Cl)CC N-(5-(2-(((1r,4r)-4-aminocyclohexyl)amino)-8-ethylquinazolin-6-yl)-6-methylpyrazin-2-yl)-2-chloro-benzenesulfonamide